COC=1C(=C2C=CN(C2=C(C1)C)C(=O)OC(C)(C)C)CN1[C@H](C[C@@H](CC1)N1C(CCC1)=O)C1=CC=C(C=C1)C(=O)OC |r| (±)-tert-butyl 5-methoxy-4-(((trans)-2-(4-(methoxycarbonyl)phenyl)-4-(2-oxopyrrolidin-1-yl)piperidin-1-yl)methyl)-7-methyl-1H-indole-1-carboxylate